4-Chloro-5-(4-fluoro-phenyl)-5-hydroxy-l-p-fluorobenzyl-1,5-dihydro-pyrrol-2-one ClC1(C=CC(CN2C(C=CC2)=O)=CC1(O)C1=CC=C(C=C1)F)F